Tert-butyl 4-[6-[8-(difluoromethyl)-2-methyl-imidazo[1,2-b]pyridazin-6-yl]-4-fluoro-benzotriazol-2-yl]piperidine-1-carboxylate FC(C=1C=2N(N=C(C1)C=1C=C(C=3C(=NN(N3)C3CCN(CC3)C(=O)OC(C)(C)C)C1)F)C=C(N2)C)F